ClC=1C=C(C=O)C(=CN1)[N+](=O)[O-] 2-chloro-5-nitroisonicotinaldehyde